(3ar,5s,6R,6ar)-5-((R)-2,2-dimethyl-1,3-dioxolan-4-yl)-2,2-dimethyltetrahydrofurano[3,2-d][1,3]dioxolan-6-ol CC1(OC[C@@H](O1)[C@@H]1[C@H]([C@H]2OC(O[C@H]2O1)(C)C)O)C